CN1C[C@H]([C@@H](CC1)N)C trans-1,3-dimethylpiperidin-4-amine